8-azaspiro[bicyclo[3.2.1]octane-3,3'-pyrrolidine] N1CC2(CC1)CC1CCC(C2)N1